FC1(OC(C(O1)=C(F)F)(F)F)C(F)(F)F perfluoro-methylene-methyl-dioxolane